C(C1=CC=CC=C1)OC(=O)N[C@@H]1C[C@@H](C[C@@H](C1)O)C(=O)O (1s,3r,5s)-3-{[(benzyloxy)carbonyl]amino}-5-hydroxycyclohexane-1-carboxylic acid